5-(2-(3,5-Difluorophenyl)-1H-pyrrolo[2,3-b]pyridin-4-yl)-1H-indazol-3-amine FC=1C=C(C=C(C1)F)C1=CC=2C(=NC=CC2C=2C=C3C(=NNC3=CC2)N)N1